FC=1C=NC2=CC(=CC(=C2C1OCCO[C@H]1CN(CCOC1)C(=O)OC(C)(C)C)O)O tert-butyl (S)-6-(2-((3-fluoro-5,7-dihydroxyquinolin-4-yl)oxy)ethoxy)-1,4-oxazepane-4-carboxylate